C(C)(C)(C)OC(=O)N[C@@H](CC(=O)OCC)C=1C=C(C=C(C1F)C(F)(F)F)C1=C(C=C(C=C1C)C(F)(F)F)O ethyl (3S)-3-[(tert-butoxycarbonyl)amino]-3-[4-fluoro-2'-hydroxy-6'-methyl-4',5-bis(trifluoromethyl)-[1,1'-biphenyl]-3-yl]propanoate